COC=1C=C(C=C(C1OC)OC)N1C([C@@H]([C@@H]1C1=CC(=C(C=C1)OC)O)COC(CCCCBr)=O)=O (3S,4R)-1-(3,4,5-trimethoxyphenyl)-4-(3-hydroxy-4-methoxyphenyl)-3-(5-bromovaleryloxymethyl)azetidin-2-one